1-(4-(benzo[d]thiazol-2-ylthio)phenyl)-3-(3,4-difluorophenyl)urea S1C(=NC2=C1C=CC=C2)SC2=CC=C(C=C2)NC(=O)NC2=CC(=C(C=C2)F)F